C1(=CC=CC=C1)C1=NC(=NC(=N1)C1=CC=CC=C1)C1=C(C#N)C(=C(C(=C1N1C2=CC=CC=C2C=2C=C(C=CC12)C1=CC=CC=C1)N1C2=CC=CC=C2C=2C=C(C=CC12)C1=CC=CC=C1)N1C2=CC=CC=C2C=2C=C(C=CC12)C1=CC=CC=C1)N1C2=CC=CC=C2C=2C=C(C=CC12)C1=CC=CC=C1 2-(4,6-diphenyl-1,3,5-triazin-2-yl)-3,4,5,6-tetrakis(3-phenyl-9H-carbazol-9-yl)benzonitrile